8-[7-difluoromethyl-6-(1-methanesulfonyl-1,2,3,6-tetrahydropyridin-4-yl)-3,4-dihydro-2H-quinolin-1-yl]-[1,7]naphthyridine-6-carboxylic acid ethyl ester C(C)OC(=O)C=1C=C2C=CC=NC2=C(N1)N1CCCC2=CC(=C(C=C12)C(F)F)C=1CCN(CC1)S(=O)(=O)C